2-oxo-2-((6-(2,2,2-trifluoroethoxy)pyridin-3-yl)amino)acetic acid O=C(C(=O)O)NC=1C=NC(=CC1)OCC(F)(F)F